O1C=C(C2=C1C=CC=C2)CCNC=O N-(2-(benzofuran-3-yl)ethyl)carboxamide